C(C1=CC=CC=C1)O[C@]1(C2=NN=C(C3=C(C=C(C(NC4(CCCC4)CC=CCC1)=N3)C(F)(F)F)[N+](=O)[O-])O2)C(F)(F)F (6R)-6-benzyloxy-17-nitro-6,15-bis(trifluoromethyl)spiro[19-oxa-3,4,13,18-tetrazatricyclo[12.3.1.12,5]nonadeca-1(17),2,4,9,14(18),15-hexaene-12,1'-cyclopentane]